C[C@](CC=C)(C(=O)O)N (S)-(-)-α-Allylalanine